7-pregnene-3,20-dione-diethyl ketal C(C)OC1(CC2CC=C3[C@@H]4CC[C@H](C(C)=O)[C@]4(CC[C@@H]3[C@]2(CC1)C)C)OCC